(S)-1-methyl-3-(trifluoromethyl)-N-(1-(3-(2-(trifluoromethyl)pyridin-4-yl)-1,2,4-oxadiazol-5-yl)propyl)-1H-pyrazole-5-carboxamide CN1N=C(C=C1C(=O)N[C@@H](CC)C1=NC(=NO1)C1=CC(=NC=C1)C(F)(F)F)C(F)(F)F